C(CCCCCCCCC)O[C@@H]1O[C@@H]([C@H]([C@@H]([C@H]1O)O)O)CO (2R,3R,4S,5S,6R)-2-decoxy-6-(hydroxymethyl)tetra-hydropyran-3,4,5-triol